2-(3-methyl-1,2,4-oxadiazol-5-yl)-1-(4-(3-(4-(trifluoromethyl)cyclohexyl)-1,2,4-oxadiazol-5-yl)piperidin-1-yl)ethan-1-one CC1=NOC(=N1)CC(=O)N1CCC(CC1)C1=NC(=NO1)C1CCC(CC1)C(F)(F)F